(S)-1-(4-{3-[(1r,3R,5S,7S)-3,5-dimethyladamantan-1-yl]ureido}-3-fluorobenzoyl)piperidine C[C@]12CC3(CC(C[C@@](C1)(C3)C)C2)NC(NC2=C(C=C(C(=O)N3CCCCC3)C=C2)F)=O